OC1=CC=C(C=C1)C1=NC=C(C=N1)O 2-(4-Hydroxyphenyl)-5-pyrimidinol